NC1=NC(=C2N=CN(C2=N1)[C@H]1C[C@H](C1)COP(=O)(OC1=CC=C(C=C1)Br)N([C@@H](C)C(=O)OC)C)OC Methyl N-(((cis-3-(2-amino-6-methoxy-9H-purin-9-yl)cyclobutyl)methoxy) (4-bromophenoxy)phosphoryl)-N-methyl-L-alaninate